C(#N)CCN1CC(C1)N1N=CC(=C1)C1=CC=2N(C=C1)C(=CN2)C2=CC(=C(C(=O)NCC(F)(F)F)C(=C2)OC)OC 4-[7-[1-[1-(2-cyanoethyl)azetidin-3-yl]pyrazol-4-yl]imidazo[1,2-a]pyridin-3-yl]-2,6-dimethoxy-N-(2,2,2-trifluoroethyl)benzamide